ClC1=CC(=NC(=N1)C1=CC=CC=C1)C=1C=C(C=CC1)C1=CC=C(C=C1)C1=CC=CC=C1C#N 3'-(6-chloro-2-phenylpyrimidin-4-yl)-[1,1'-biphenyl]-4-benzonitrile